C(=O)(OC(C)(C)C)N(C(O)=O)C(C)(C)C.C(C)#N Acetonitrile BOCtert-butyl-carbamate